(2S,4R)-4-(ethylamino)pyrrolidine-1,2-dicarboxylic acid 1-allyl 2-methyl ester COC(=O)[C@H]1N(C[C@@H](C1)NCC)C(=O)OCC=C